6-cyclopropyl-1,4-dihydro-pyridine-3,5-dicarboxylate C1(CC1)C1=C(CC(=CN1)C(=O)[O-])C(=O)[O-]